2-((6-methoxypyridin-3-yl)methyl)-3-methylisoindolin-1-one COC1=CC=C(C=N1)CN1C(C2=CC=CC=C2C1C)=O